1-pyrrolidinedithiocarboxylic acid sodium [Na].N1(CCCC1)C(=S)S